2-diazo-3',6'-bis((R)-2-(methoxymethyl)azetidin-1-yl)-3-oxo-2,3-dihydrospiro[indene-1,9'-xanthene]-6-carboxamide [N+](=[N-])=C1C(C2=CC=C(C=C2C12C1=CC=C(C=C1OC=1C=C(C=CC21)N2[C@H](CC2)COC)N2[C@H](CC2)COC)C(=O)N)=O